16-methylhexadecane CCCCCCCCCCCCCCCCC